(l)-8-(3-fluoro-2-methoxypyridin-4-yl)-9-(4-((1-(3-fluoropropyl)azetidin-3-ylidene)methyl)phenyl)-6,7-dihydro-5H-benzo[7]annulene-3-carboxylic acid FC=1C(=NC=CC1C=1CCCC2=C(C1C1=CC=C(C=C1)C=C1CN(C1)CCCF)C=CC(=C2)C(=O)O)OC